(2R,6S)-2-(hydroxymethyl)-6-methyl-1,4-oxazepan OC[C@@H]1OC[C@H](CNC1)C